C(C)(C)(C)C=1C=CC(=NC1)NC(OC(C)(C)C)=O tert-Butyl 5-tert-butylpyridin-2-ylcarbamate